1-((3R,4S)-4-((5-(1-(3,3-difluoropropyl)-1H-benzo[d][1,2,3]triazol-6-yl)-4-methoxypyrrolo[2,1-f][1,2,4]triazin-2-yl)amino)-3-fluoropiperidin-1-yl)ethan-1-one-2,2,2-d3 FC(CCN1N=NC2=C1C=C(C=C2)C=2C=CN1N=C(N=C(C12)OC)N[C@@H]1[C@@H](CN(CC1)C(C([2H])([2H])[2H])=O)F)F